(2-carboxyethyl)-dimethyl-sulfonium bromide [Br-].C(=O)(O)CC[S+](C)C